N-(4-fluorophenyl)-2-((5-(2-hydroxyethyl)-4-methyl-6-oxo-1,6-dihydropyrimidin-2-yl)thio)acetamide FC1=CC=C(C=C1)NC(CSC=1NC(C(=C(N1)C)CCO)=O)=O